pyridine-6-sulfonyl chloride N1=CC=CC=C1S(=O)(=O)Cl